OC[C@@H]1N(C[C@@H]([C@H]([C@@H]1O)O)O)CCC1CCC(CC1)C(F)(F)F (2S,3R,4R,5S)-2-(hydroxymethyl)-1-(2-((1s,4S)-4-(trifluoromethyl)cyclohexyl)ethyl)piperidine-3,4,5-triol